2-ethyl-1,3-dimethylcyclohexane C(C)C1C(CCCC1C)C